Tetraphenylporphin Zinc [Zn].C1(=CC=CC=C1)C1=C2C=CC(C(=C3C=CC(=C(C=4C=CC(=C(C5=CC=C1N5)C5=CC=CC=C5)N4)C4=CC=CC=C4)N3)C3=CC=CC=C3)=N2